(benzo[d][1,3]dioxol-5-ylmethyl)-6-chloropyrimidine-2,4-diamine O1COC2=C1C=CC(=C2)CC=2C(=NC(=NC2Cl)N)N